N-(1-(3,4-dichlorophenyl)-2-(dimethylamino)ethyl)-4-isopropylbenzenesulfonamide ClC=1C=C(C=CC1Cl)C(CN(C)C)NS(=O)(=O)C1=CC=C(C=C1)C(C)C